2-(2-BROMO-4-CHLORO-5-METHOXYPHENYL)-2H-1,2,3-TRIAZOLE Potassium hydrogen carbonate C(O)([O-])=O.[K+].BrC1=C(C=C(C(=C1)Cl)OC)N1N=CC=N1